tert-Butyl N-[(1R)-1-[3-[2-(methylamino)-2-oxo-ethoxy]-5-(1-methylpyrazol-4-yl)phenyl]ethyl]carbamate CNC(COC=1C=C(C=C(C1)C=1C=NN(C1)C)[C@@H](C)NC(OC(C)(C)C)=O)=O